N-(5-((6-((R)-3-(3-chloro-2-fluorophenyl)isoxazolidine-2-yl)pyrimidine-4-yl)amino)-2-(4-((S)-4-cyclopropyl-3-methylpiperazine-1-yl)piperidine-1-yl)-4-methoxyphenyl)acrylamide ClC=1C(=C(C=CC1)[C@@H]1N(OCC1)C1=CC(=NC=N1)NC=1C(=CC(=C(C1)NC(C=C)=O)N1CCC(CC1)N1C[C@@H](N(CC1)C1CC1)C)OC)F